Ethyl-(2-cyano-2-(2-(3,5-dichloro-4-((3-methylquinolin-6-yl) oxy) phenyl) hydrazono) acetyl) carbamate C(N)(OC(C(=NN(C1=CC(=C(C(=C1)Cl)OC=1C=C2C=C(C=NC2=CC1)C)Cl)CC)C#N)=O)=O